O1CCN(CC1)C=1C2=C(N=CN1)NC(=C2)C2=CC=C(C=C2)NC(CC2=NC=CC(=N2)N2CC(C2)NC(C=C)=O)=O N-(1-(2-(2-((4-(4-morpholino-7H-pyrrolo[2,3-d]pyrimidin-6-yl)phenyl)amino)-2-oxoethyl)pyrimidin-4-yl)azetidin-3-yl)acrylamide